C1(CC1)CN1N=CC2=CC=C(C=C12)C(=O)NC(C(=O)O)CCCCCCCC1=NC=2NCCCC2C=C1 2-(1-(cyclopropylmethyl)-1H-indazole-6-carboxamido)-9-(5,6,7,8-tetrahydro-1,8-naphthyridin-2-yl)nonanoic acid